(2S,3S,4R,5R)-5-(6-amino-9H-purin-9-yl)-3,4-dihydroxy-N-(3-((4-phenoxyphenethyl)amino)propyl)tetrahydrofuran-2-carboxamide NC1=C2N=CN(C2=NC=N1)[C@H]1[C@@H]([C@@H]([C@H](O1)C(=O)NCCCNCCC1=CC=C(C=C1)OC1=CC=CC=C1)O)O